2-[(3R)-3-methyl-4-(5-piperazin-1-ylpyrimidin-2-yl)-4,8,10,11-tetrazatricyclo[7.4.0.02,7]trideca-1(9),2(7),10,12-tetraen-12-yl]phenol C[C@@H]1C=2C=3C=C(N=NC3NC2CCN1C1=NC=C(C=N1)N1CCNCC1)C1=C(C=CC=C1)O